C1=NC(=C2C(=N1)N(C=N2)[C@H]3[C@@H]([C@@H]([C@H](O3)COP(=O)([O-])OP(=O)([O-])OC[C@@H]4[C@H]([C@@H]5[C@H](O4)OP(=O)(O5)[O-])O)O)O)N The molecule is a nucleotide-sugar oxoanion obtained by deprotonation of the phosphate and diphosphate OH groups of ADP-D-ribose 1'',2''-cyclic phosphate; major species at pH 7.3. It is a conjugate base of an ADP-D-ribose 1'',2''-cyclic phosphate.